bis[3-(2-hydroxybenzyl)-3-hydroxy-5-methylphenyl]methane OC1=C(CC2(CC(=CC(=C2)C)CC=2CC(C=C(C2)C)(CC2=C(C=CC=C2)O)O)O)C=CC=C1